pentanediimine C(C(CCC)=N)=N